(2r,3r,5r)-5-(2-amino-6-(methylamino)-9H-purin-9-yl)-4,4-difluoro-2-(hydroxymethyl)tetrahydrofuran-3-ol NC1=NC(=C2N=CN(C2=N1)[C@H]1C([C@@H]([C@H](O1)CO)O)(F)F)NC